ClC1=C(C=CC(=C1)OC1=CC=C(C=C1)Cl)CCN1N=CN=C1 (2-chloro-4-(4-chlorophenoxy)phenyl)-2-(1H-1,2,4-triazol-1-yl)ethane